[(1-methyl-1H-imidazol-2-yl)methoxy]-1-oxopropan CN1C(=NC=C1)COC(CC)=O